(S)-6'-chloro-5-(((1R,2R)-2-((S,E)-1-hydroxyhex-2-en-1-yl)cyclobutyl)methyl)-3',4,4',5-tetrahydro-2H,2'H-spiro[benzo[b][1,4]oxazepine-3,1'-naphthalene] ClC=1C=C2CCC[C@]3(C2=CC1)CN(C1=C(OC3)C=CC=C1)C[C@H]1[C@@H](CC1)[C@H](\C=C\CCC)O